Neopentantriol C(C(C)(C)C)(O)(O)O